FC=1C=C(C=C(C1CN1C(C2=NC=CC=C2C1=O)([2H])[2H])F)C=1C2=CN(N=C2C(=CC1)OCC1CN(C1)C(=O)OC(C)(C)C)C tert-butyl 3-(((4-(3,5-difluoro-4-((5-oxo-5,7-dihydro-6H-pyrrolo[3,4-b]pyridin-6-yl-7,7-d2)methyl)phenyl)-2-methyl-2H-indazol-7-yl)oxy)methyl)azetidine-1-carboxylate